1,4-benzoxazin-3(4H)-one O1CC(NC2=C1C=CC=C2)=O